BrCC(=O)C1=CC2=CC=C(C=C2C=C1)OC 2-bromo-1-(6-methoxynaphthalen-2-yl)ethanone